3-bromothiobenzamide BrC=1C=C(C(=S)N)C=CC1